OC1=C(C=C(C(=O)O)C=C1C)C 4-Hydroxy-3,5-dimethyl-benzoic acid